O.[Ru](=O)=O ruthenium (iv) oxide hydrate